4-(1-(3-(3-Chloro-4-fluorophenyl)-1-methylureido)ethyl)isochinolin ClC=1C=C(C=CC1F)NC(N(C)C(C)C1=CN=CC2=CC=CC=C12)=O